C1(=CC=C(C=C1)[NH-])C p-tolylamid